N2-(2-(1-(Cyclopropylsulfonyl)-1H-pyrazol-4-yl)pyrimidin-4-yl)-N4-((1s,4s)-4-((dimethylamino)methyl)cyclohexyl)-5-((1-(trifluoromethyl)-1H-pyrazol-4-yl)ethynyl)pyridine-2,4-diamine C1(CC1)S(=O)(=O)N1N=CC(=C1)C1=NC=CC(=N1)NC1=NC=C(C(=C1)NC1CCC(CC1)CN(C)C)C#CC=1C=NN(C1)C(F)(F)F